OP(O)(=O)OP(=O)(O)O.CC1=C(C(=C(C(=C1O)C)C)C(C)(C)C1=CC=C(C=C1)O)C tetramethyl-bisphenol a diphosphate